N-[5-[(3,5-difluorophenyl)methyl]-1H-indazol-3-yl]-4-(4-methylpiperazin-1-yl)-2-[(2,2,2-trifluoroacetyl)-[1-(2,2,2-trifluoroacetyl)-3-piperidyl]amino]benzamide FC=1C=C(C=C(C1)F)CC=1C=C2C(=NNC2=CC1)NC(C1=C(C=C(C=C1)N1CCN(CC1)C)N(C1CN(CCC1)C(C(F)(F)F)=O)C(C(F)(F)F)=O)=O